(4S)-4-(hydroxymethyl)-1-(5-hydroxypyridin-2-yl)imidazolidin-2-one OC[C@H]1NC(N(C1)C1=NC=C(C=C1)O)=O